(S)-(1-fluorocyclopropyl)(6-(4-(2-(3-methoxy-3-methylbutoxy)phenyl)piperidin-1-yl)-2-azaspiro[3.4]octan-2-yl)methanone FC1(CC1)C(=O)N1CC2(C1)C[C@H](CC2)N2CCC(CC2)C2=C(C=CC=C2)OCCC(C)(C)OC